Stearyl-butadiene C(CCCCCCCCCCCCCCCCC)C=CC=C